para-hydrazinobenzenesulfonamide hydrochloride Cl.N(N)C1=CC=C(C=C1)S(=O)(=O)N